ClC=1C(=NC(=NC1)NCCOC)C1=CC=C2CN(C(C2=C1)=O)CC(N1CC2=CC=CC=C2CC1)=O 6-{5-chloro-2-[(2-methoxyethyl)amino]pyrimidin-4-yl}-2-[2-oxo-2-(1,2,3,4-tetrahydroisoquinolin-2-yl)ethyl]-2,3-dihydro-1H-isoindol-1-one